(2-(2,5-dimethyl-1H-pyrrol-1-yl)-6-methoxy-[1,2,4]triazolo[1,5-a]pyridin-7-yl)boronic acid CC=1N(C(=CC1)C)C1=NN2C(C=C(C(=C2)OC)B(O)O)=N1